CN(C1=CC(=NC=C1)C(C)NC(=O)C1=CC2=CC=CC(=C2C=C1)OC1=CC=C(C=C1)C(F)(F)F)C N-[1-[4-(dimethylamino)-2-pyridyl]ethyl]-5-[4-(trifluoromethyl)phenoxy]naphthalene-2-carboxamide